O=C1C=CC=NN1 oxo-1,6-dihydropyridazin